C(C1=CC=CC=C1)OC(=O)N[C@H]1C[C@H](N(C1)C(C[C@H](C1=CC=C(C=C1)Cl)N(C)C(=O)OC(C)(C)C)=O)C(=O)OC methyl (2S,4S)-4-{[(benzyloxy)carbonyl]amino}-1-[(3R)-3-{[(tert-butoxy)carbonyl](methyl)amino}-3-(4-chlorophenyl)propanoyl]pyrrolidine-2-carboxylate